4-chloro-3-methylquinoline ClC1=C(C=NC2=CC=CC=C12)C